C(C)C(CC1(C2=C(SC(=C2)C2=C(C=C(S2)C=O)OCC(CCCC)CC)C=2SC(=CC21)C2=C(C=C(S2)C=O)OCC(CCCC)CC)CC(CCCC)CC)CCCC 5,5'-(4,4-Bis(2-ethylhexyl)-4H-cyclopenta[2,1-b:3,4-b']dithiophene-2,6-diyl)bis(4-((2-ethylhexyl)oxy)thiophene-2-carbaldehyde)